CC1=CC=CC(=N1)C1=NN2C(CNCC2)=C1C=1C=C2C=C(C=NC2=CC1)C=1C=NNC1 6-[2-(6-methyl-2-pyridyl)-4,5,6,7-tetrahydropyrazolo[1,5-a]pyrazin-3-yl]-3-(1H-pyrazol-4-yl)quinoline